ClC=1C=NC(=C2C(C=C(N(C12)C1=C(C=CC=C1Cl)Cl)C)=O)OCC(C)(C)O 8-chloro-1-(2,6-dichlorophenyl)-5-(2-hydroxy-2-methylpropoxy)-2-methyl-1,6-naphthyridin-4(1H)-one